BrCC1=CC(=NC=C1)OC 4-(bromomethyl)-2-Methoxypyridine